ClC1=CC=C(C=C1)C1=N[C@H](C=2N(C3=C1C(=C(S3)C)C)C(=NN2)C)CC=2OC(=NN2)C (6S)-4-(4-chlorophenyl)-2,3,9-trimethyl-6-[(5-methyl-1,3,4-oxadiazol-2-yl)methyl]-6H-thieno[3,2-f][1,2,4]triazolo[4,3-a][1,4]diazepine